C1=CC=CC=2C3=CC=CC=C3N(C12)C1=C(C=CC=C1)C1=CC=C(C=C1)O 2'-(9H-carbazol-9-yl)-[1,1'-biphenyl]-4-ol